FC1=C2C(=C(C(=NC2=CC=C1)C(F)(F)F)C#CC1=CC=CC=C1)C1=CC=CC=C1 Fluoro-4-phenyl-3-(phenylethynyl)-2-(trifluoromethyl)quinoline